tert-butyl 4-((1-(3-(2,6-bis(benzyloxy)pyridin-3-yl)-1-methyl-1H-indazol-6-yl)piperidin-4-yl) methyl)piperidine-1-carboxylate C(C1=CC=CC=C1)OC1=NC(=CC=C1C1=NN(C2=CC(=CC=C12)N1CCC(CC1)CC1CCN(CC1)C(=O)OC(C)(C)C)C)OCC1=CC=CC=C1